4-((2-methoxyethoxy)methyl)-6-(trifluoromethyl)benzol COCCOCC1=CC=CC(=C1)C(F)(F)F